1-(6-bromo-3-pyridinyl)piperidin-3-amine BrC1=CC=C(C=N1)N1CC(CCC1)N